2-oxo-2,5-dihydro-1H-pyrrole-1-carboxylic acid tert-butyl ester C(C)(C)(C)OC(=O)N1C(C=CC1)=O